rac-5-(aminomethyl)-5-[5-methyl-1-(2,2,2-trifluoroethyl)-1H-pyrazol-4-yl]imidazolidine-2,4-dione hydrochloride Cl.NC[C@@]1(C(NC(N1)=O)=O)C=1C=NN(C1C)CC(F)(F)F |r|